COC1=CC=C(CNC2=NC=3C=CC(=CC3C3=C2CCC3)C(=O)OC)C=C1 methyl 4-((4-methoxybenzyl) amino)-2,3-dihydro-1H-cyclopenta[c]quinoline-8-carboxylate